N-(8-chloro-7-fluoro-6-(4-methylpyridin-3-yl)isoquinolin-3-yl)cyclopropanecarboxamide ClC=1C(=C(C=C2C=C(N=CC12)NC(=O)C1CC1)C=1C=NC=CC1C)F